ClC1=C(C=CC=C1OC)N1N=CC2=C1COC[C@@H]2NC(=O)C2=NOC1=C2CCCC1 (R)-N-(1-(2-chloro-3-methoxyphenyl)-1,4,5,7-tetrahydropyrano[3,4-c]pyrazol-4-yl)-4,5,6,7-tetrahydrobenzo[d]isoxazole-3-carboxamide